N(=[N+]=[N-])C(C)(C=CC)C1=CN=C(C2=CN=C(C=C12)Cl)OC 4-(2-azidopenten-2-yl)-6-chloro-1-methoxy-2,7-naphthyridine